C(C)OC1=NNC=C1[N+](=O)[O-] 3-ethoxy-4-nitro-1H-pyrazole